2-(difluoromethoxy)-5-{8-methoxy-7-[3-(pyrrolidin-1-yl)propoxy]-5H-pyrido[4,3-b]indol-1-yl}pyridine FC(OC1=NC=C(C=C1)C1=NC=CC=2NC=3C=C(C(=CC3C21)OC)OCCCN2CCCC2)F